NCCOCCOCCOCCOCCOC1=CC=C(C(=O)NC2C(C(C2(C)C)OC2=CC(=C(C=C2)C#N)Cl)(C)C)C=C1 4-[2-[2-[2-[2-(2-aminoethoxy)ethoxy]ethoxy]ethoxy]ethoxy]-N-[3-(3-chloro-4-cyano-phenoxy)-2,2,4,4-tetramethyl-cyclobutyl]benzamide